2,5-Diaminovalerate NC(C(=O)[O-])CCCN